NC([C@H](C[C@H]1C(NCC1)=O)NC([C@H](CC1CC1)NC(=O)C=1NC2=C(C=CC(=C2C1)Cl)Cl)=O)=O N-[(1S)-2-[[(1S)-2-amino-2-oxo-1-[[(3S)-2-oxopyrrolidin-3-yl]methyl]ethyl]amino]-1-(cyclopropylmethyl)-2-oxo-ethyl]-4,7-dichloro-1H-indole-2-carboxamide